6-ethoxypyridin-2-yl-6-phenethyl-1H-imidazo[4,5-b]pyrazine C(C)OC1=CC=CC(=N1)N1C=NC=2C1=NC(=CN2)CCC2=CC=CC=C2